1-(1-(3,4-dichlorophenyl)cyclobutyl)-N,N,4-trimethylpentane-1-amine hydrochloride Cl.ClC=1C=C(C=CC1Cl)C1(CCC1)C(CCC(C)C)N(C)C